1-benzyl-3,7-dimethyl-8-(methylsulfanyl)-1H-purine-2,6(3H,7H)-dione C(C1=CC=CC=C1)N1C(N(C=2N=C(N(C2C1=O)C)SC)C)=O